((4-(dimethylamino)phenyl)azo)benzoic Acid CN(C1=CC=C(C=C1)N=NC1=C(C(=O)O)C=CC=C1)C